CC1=CC=C(C=C1)C1=NOC(=N1)C1=CC=C(C=C1)NC(=O)C1CN(C(C1)=O)CC1=NC=CN=C1 N-{4-[3-(4-methylphenyl)-1,2,4-oxadiazol-5-yl]Phenyl}-5-oxo-1-[(pyrazin-2-yl)methyl]Pyrrolidine-3-carboxamide